S(N)(OC[C@@H]1[C@H](C[C@@H](C1)NC1=NC=NC=C1C(=O)C=1SC(=C(C1)CN1N=CC(=C1)Br)C)O)(=O)=O [(1R,2S,4R)-4-{[5-({4-[(4-bromo-1H-pyrazol-1-yl)methyl]-5-methyl-2-thienyl}carbonyl)pyrimidin-4-yl]amino}-2-hydroxycyclopentyl]methyl sulfamate